C(C)OC(CC(C1=CC(=C(C=C1)OC)F)C=1SC=C(N1)/C=C/CC1N(C2=NC=CC=C2C=C1)C(=O)OC1=CC=CC=C1)=O (E)-phenyl 2-(3-(2-(3-ethoxy-1-(3-fluoro-4-methoxyphenyl)-3-oxopropyl) thiazol-4-yl) allyl)-1,8-naphthyridine-1(2H)-carboxylate